2,6-dichlorochlorobenzyl chloride ClC1=C(C(Cl)Cl)C(=CC=C1)Cl